(3S)-3-((5-amino-1-(2-methoxy-4-(piperazin-2-yl)benzyl)-1H-pyrazolo[4,3-d]pyrimidin-7-yl)amino)hexan-1-ol NC=1N=C(C2=C(N1)C=NN2CC2=C(C=C(C=C2)C2NCCNC2)OC)N[C@H](CCO)CCC